(R)-5-((3-chloro-2-cyanophenyl)amino)-N-(4-(chlorodifluoromethoxy)phenyl)-6-(3-hydroxypyrrolidin-1-yl)nicotinamide ClC=1C(=C(C=CC1)NC=1C(=NC=C(C(=O)NC2=CC=C(C=C2)OC(F)(F)Cl)C1)N1C[C@@H](CC1)O)C#N